NC1=NC=2C=C(C(=CC2C2=C1C=NN2C)C(=O)N2[C@@H]1[C@H](CCC2)OC2=C1C=CC(=C2)C=2C=NN(C2)C(F)(F)F)F (4-amino-7-fluoro-1-methyl-1H-pyrazolo[4,3-c]quinolin-8-yl)((4aS,9bS)-7-(1-(trifluoromethyl)-1H-pyrazol-4-yl)-3,4,4a,9b-tetrahydrobenzofuro[3,2-b]pyridin-1(2H)-yl)methanone